C1(CCCCC1)(CC(=O)N)CC(=O)O 1-Cyclohexanediacetic acid monoamide